4,5-dichloro-4,5-dimethyl-1,3-dioxolane-2-one ClC1(OC(OC1(C)Cl)=O)C